[C@@H]1([C@H](O)[C@@H](O)[C@@H](O1)[C@H](O)CO)O[C@H]([C@H](C=O)O)[C@@H](O)[C@H](O)CO 3-O-β-D-Galactofuranosyl-D-galactose